CC1=C(C=C(C=C1)C)CCC=O 2,5-DIMETHYL-BENZENEPROPANAL